2-(2-(tert-Butoxycarbonylamino)acetamido)acetic acid ethyl ester C(C)OC(CNC(CNC(=O)OC(C)(C)C)=O)=O